CC1=C(C=2N(C=C1C=1NC3=CC=C(C=C3C1C(C)C)CC1CN(C1)C(CN(C)C)=O)N=CN2)C 1-(3-((2-(7,8-dimethyl-[1,2,4]triazolo[1,5-a]pyridin-6-yl)-3-isopropyl-1H-indol-5-yl)methyl)azetidin-1-yl)-2-(dimethylamino)ethan-1-one